N-(cyclobutylmethyl)propan-1-amine C1(CCC1)CNCCC